The molecule is a 2,2'-dilysocardiolipin(2-) obtained by deprotonation of the phosphate OH groups of 1,1'-dioleyl 2,2'-dilysocardiolipin; major species at pH 7.3. It is a conjugate base of a 1,1'-dioleyl 2,2'-dilysocardiolipin. CCCCCCCC/C=C\\CCCCCCCC(=O)OC[C@@H](O)COP(=O)(OCC(O)COP(=O)(OC[C@H](O)COC(=O)CCCCCCC/C=C\\CCCCCCCC)[O-])[O-]